Sodium (E)-6,6'-(ethene-1,2-diyl)bis(3-(4-nitrophenylsulfonamido) benzenesulfonate) C(=C\C1=CC=C(C=C1S(=O)(=O)[O-])NS(=O)(=O)C1=CC=C(C=C1)[N+](=O)[O-])/C1=CC=C(C=C1S(=O)(=O)[O-])NS(=O)(=O)C1=CC=C(C=C1)[N+](=O)[O-].[Na+].[Na+]